C(C)(C)(C)OC(CCOCCOCCOCCOCCNC(CCOCCOCCOCCOCCNC(CCOCCOCCOCCOCCN)=O)=O)=O.NC1=CC=C(OCCCCOC2=CC=C(C=C2)N)C=C1 1,4-bis(4-aminophenoxy)butane tert-butyl-1-amino-15,31-dioxo-3,6,9,12,19,22,25,28,35,38,41,44-dodecaoxa-16,32-diazaheptatetracontan-47-oate